CC(C(O)O)C (2-methyl)n-propanediol